S(=O)(=O)(O)OOS(=O)(=O)[O-].[K+].[Na+].S(=O)(=O)(O)OOS(=O)(=O)[O-] sodium-potassium hydrogen persulfate